O(C1=CC=CC=C1)C1=CC=C(C=C1)OC1=CC=CC=C1 1,4-Bis-phenoxybenzol